[2-({2-[(6-methoxy-2-methyl-1,2,3,4-tetrahydroisoquinolin-7-yl)amino]quinazolin-7-yl}amino)pyrimidin-4-yl]methanol COC=1C=C2CCN(CC2=CC1NC1=NC2=CC(=CC=C2C=N1)NC1=NC=CC(=N1)CO)C